FC1=C(C=CC=C1)CS(=O)(=O)NC1=C(C(=C(C=C1F)C1=CC2=C(N=C(N=C2)S(=O)(=O)C)N(C1=O)C(C)C)F)F 1-(2-fluorophenyl)-N-(2,3,6-trifluoro-4-(8-isopropyl-2-(methylsulfonyl)-7-oxo-7,8-dihydropyrido[2,3-d]pyrimidin-6-yl)phenyl)methanesulfonamide